4,4'-Ethylidenbis[Phenol] C(C)(C1=CC=C(C=C1)O)C1=CC=C(C=C1)O